ClC1=NC=C(C(=N1)N[C@@H]1COCC1)C(=O)O (S)-2-chloro-4-((tetrahydrofuran-3-yl)amino)pyrimidine-5-carboxylic acid